BrCC1=CC(=CC=C1)S(=O)(=O)C(F)(F)F 1-(bromometh-yl)-3-(trifluorometh-ylsulfonyl)benzene